(S)-1-(3-fluoro-4-methoxyphenyl)ethan-1-amine FC=1C=C(C=CC1OC)[C@H](C)N